N,N-diethylaminoethyl (Z)-7-{(1R,2R,3R,5S)-3,5-dihydroxy-2-[(3R)-3-hydroxy-5-phenylpentyl]cyclopentyl}-5-heptenoate O[C@H]1[C@@H]([C@H]([C@H](C1)O)C\C=C/CCCC(=O)OCCN(CC)CC)CC[C@H](CCC1=CC=CC=C1)O